FC(C(=O)O)(F)F.N[C@H]1CN(C[C@@H]1F)C(=O)C1CCN(CC1)C(=O)C1=C(C=C(C=C1)NC(=O)C=1N(C(=CN1)C1=C(C(=C(C=C1)OC)F)F)C)Cl N-[4-[4-[(3S,4S)-3-amino-4-fluoro-pyrrolidine-1-carbonyl]piperidine-1-carbonyl]-3-chloro-phenyl]-5-(2,3-difluoro-4-methoxy-phenyl)-1-methyl-imidazole-2-carboxamide trifluoroacetate